CC(=O)O[C@H]1CC[C@@]2([C@H]3CC=C4[C@@H]5CC(CC[C@@]5(CC[C@]4([C@@]3(CCC2C1(C)C)C)C(=O)O)C)(C)C)C 3β-acetoxyolean-12-en-27-oic acid